2-((2R,4S)-2-(1-cyclopropyl-1H-pyrazol-4-yl)tetrahydro-2H-pyran-4-yl)-4-(4-cyclopropyl-2-fluorophenyl)-6,7-dimethylpteridine C1(CC1)N1N=CC(=C1)[C@@H]1OCC[C@@H](C1)C1=NC2=NC(=C(N=C2C(=N1)C1=C(C=C(C=C1)C1CC1)F)C)C